1-(4-hydroxyphenyl)-3-(2-pyridyl)-2-propen-1-one OC1=CC=C(C=C1)C(C=CC1=NC=CC=C1)=O